C(C)C1(C(N(C(N1)=O)C1=CC=C(C=C1)SC(F)(F)F)=O)C 5-ethyl-5-methyl-3-(4-((trifluoromethyl)thio)phenyl)imidazolidine-2,4-dione